(2R,5S)-tert-butyl 4-(4-hydroxyphenyl)-2,5-dimethylpiperazine-1-carboxylate OC1=CC=C(C=C1)N1C[C@H](N(C[C@@H]1C)C(=O)OC(C)(C)C)C